Tridecafluorohexylethyltrimethoxysilane FC(C(C(C(C(F)(F)CO[Si](OC)(OC)CC)(F)F)(F)F)(F)F)(C(F)(F)F)F